tert-butyl 3-{5-[2-(trifluoromethyl)pyridin-4-yl]-1,3,4-thiadiazol-2-yl}piperidine-1-carboxylate FC(C1=NC=CC(=C1)C1=NN=C(S1)C1CN(CCC1)C(=O)OC(C)(C)C)(F)F